(+/-)-O-methyl-N-[1-methyl-2-(2,4,6-trichlorophenyl)-ethyl]-hydroxylamine CON[C@@H](CC1=C(C=C(C=C1Cl)Cl)Cl)C |r|